N-(4-(2-2H-1,2,3-triazolyl)butyl)-3-(3-ethyl-5-(4-(methoxy-d3)phenyl)-1-1H-1,2,4-triazolyl)benzamide N=1N(N=CC1)CCCCNC(C1=CC(=CC=C1)N1N=C(N=C1C1=CC=C(C=C1)OC([2H])([2H])[2H])CC)=O